N-(3-acetamidopropyl)-8-(4-(trifluoromethyl)cyclohex-1-en-1-yl)quinoline-3-carboxamide C(C)(=O)NCCCNC(=O)C=1C=NC2=C(C=CC=C2C1)C1=CCC(CC1)C(F)(F)F